6-(2,4-dimethyl-1,3-thiazol-5-yl)-2-[[1-(6-ethyl-5-fluoropyrimidin-4-yl)piperidin-4-yl]methyl]pyridazin-3-one CC=1SC(=C(N1)C)C=1C=CC(N(N1)CC1CCN(CC1)C1=NC=NC(=C1F)CC)=O